N1=CC=CC=2CCCC(C12)NCCCCN N'-(5,6,7,8-tetrahydro-quinolin-8-yl)-butane-1,4-diamine